C(C)(C)(C)C1=CC(=C(C=C1)C=1N([C@]([C@](N1)(C)C1=CC=C(C=C1)Cl)(C)C1=CC=C(C=C1)Cl)C(=O)N1CCN(CC1)CCCS(=O)(=O)C)OCC ((4S,5R)-2-(4-(tert-butyl)-2-ethoxyphenyl)-4,5-bis(4-chlorophenyl)-4,5-di-methyl-4,5-dihydro-1H-imidazol-1-yl)(4-(3-(methylsulfonyl)propyl)piperazin-1-yl)methanone